ClC1=NC=CC(=N1)C(=O)NC=1C=NC=CC1C1=C(C=CC=C1)F 2-chloro-N-(4-(2-fluorophenyl)pyridin-3-yl)pyrimidine-4-carboxamide